Cl.N[C@@H](C)C1=NC=NN1C=1SC(=CN1)C(=O)NC 2-[5-[(1S)-1-aminoethyl]-1,2,4-triazol-1-yl]-N-methyl-thiazole-5-carboxamide hydrochloride